ClC(C#N)=C α-Chloroacrylnitril